[Br-].C=CCCCCCCCCC.[NH4+] ammonium 1-undecene bromide